C(C)(C)N1C(=NC(=C1)C(F)(F)F)C1=CC=C(C=C1)[C@H](C)N (S)-1-(4-(1-isopropyl-4-(trifluoromethyl)-1H-imidazol-2-yl)phenyl)ethane-1-amine